C(CCCC(=O)O)CCCO The molecule is an omega-hydroxy fatty acid that is caprylic acid in which one of the hydrogens of the terminal methyl group is replaced by a hydroxy group. It is an omega-hydroxy fatty acid, a medium-chain fatty acid and a straight-chain fatty acid. It derives from an octanoic acid.